CC(CO)CC 2-methyl-1-butanol